C(C1=CC=CC=C1)(=O)OC[C@H]1N[C@@H](CC1)COCC1=CC=CC=C1 [(2S,5S)-5-(benzyloxymethyl) pyrrolidin-2-yl]methyl benzoate